2'-(bis(3,5-bis(trifluoromethyl)phenyl)phosphino)-3',6'-dimethoxy-N2,N2,N6,N6-tetramethyl-[1,1'-biphenyl]-2,6-diamine FC(C=1C=C(C=C(C1)C(F)(F)F)P(C1=C(C(=CC=C1OC)OC)C=1C(=CC=CC1N(C)C)N(C)C)C1=CC(=CC(=C1)C(F)(F)F)C(F)(F)F)(F)F